C(C1=CC=CC=C1)OC(=O)N[C@@H](C(=O)OC)CNC(C1=CC(=CC(=C1)F)C1=C(C=NN1CC)C(F)F)=O (R)-methyl 2-(((benzyloxy)carbonyl)amino)-3-(3-(4-(difluoromethyl)-1-ethyl-1H-pyrazol-5-yl)-5-fluorobenzamido)propanoate